COC(C1=C(C=C(C=C1)F)NC(CCC(=O)OC)=O)=O 4-Fluoro-2-(4-methoxy-4-oxobutanoylamino)benzoic acid methyl ester